ClC=1C=C(C=CC1F)C(NC(=O)[C@@H]1CNC(O1)=O)C1=CC(=C(C=C1)F)Cl (S)-N-(bis(3-chloro-4-fluorophenyl)methyl)-2-oxooxazolidine-5-carboxamide